(2R,2'S)-2,2'-(cyclohexylmethylazanediyl)bis(methylene)dipropan C1(CCCCC1)CN(CC(C)C)CC(C)C